methyl N-((R)-2-aminobutyl)-N-benzyl-L-alaninate N[C@@H](CN([C@@H](C)C(=O)OC)CC1=CC=CC=C1)CC